NC1=C(N=C(N1)CC1=CC=C(OCC(=O)OCC)C=C1)C(N)=O ethyl 2-(4-((5-amino-4-carbamoyl-1H-imidazol-2-yl)methyl)phenoxy)acetate